COC1=NC=CC2=C(C=CC=C12)N1N=CC(=C1C(F)(F)F)C1=NN=C(N1)C1=CC(=NC=C1)C(F)(F)F 1-methoxy-5-(5-(trifluoromethyl)-4-(5-(2-(trifluoromethyl)pyridin-4-yl)-4H-1,2,4-triazol-3-yl)-1H-pyrazol-1-yl)isoquinoline